[(2R)-pyrrolidin-2-yl]methyl 5-[[4-[[2-(6-methyl-2-pyridyl)pyrimidin-4-yl]amino]pyrimidin-2-yl]amino]pyridine-2-carboxylate CC1=CC=CC(=N1)C1=NC=CC(=N1)NC1=NC(=NC=C1)NC=1C=CC(=NC1)C(=O)OC[C@@H]1NCCC1